2-(2-(cyclopropylmethyl)-1-(3-fluoro-4-sulfamoylbenzyl)-5-(3-((5-methylthiophen-2-yl)ethynyl)phenyl)-1H-pyrrol-3-yl)thiazole-4-carboxylic acid C1(CC1)CC=1N(C(=CC1C=1SC=C(N1)C(=O)O)C1=CC(=CC=C1)C#CC=1SC(=CC1)C)CC1=CC(=C(C=C1)S(N)(=O)=O)F